BrC1=C2N=C(C(=NC2=CC=C1)C1=CC=C(C=C1)OC)C1=CC=C(C=C1)OC 5-Bromo-2,3-bis(4-methoxyphenyl)quinoxaline